tert-butyl (1S,4S)-5-(8-hydroxypyrimido[5,4-d]pyrimidin-2-yl)-2,5-diazabicyclo[2.2.1]heptane-2-carboxylate OC1=NC=NC2=C1N=C(N=C2)N2[C@@H]1CN([C@H](C2)C1)C(=O)OC(C)(C)C